3-chloro-5-(methylcarbamoyl)benzyl methanesulfonate CS(=O)(=O)OCC1=CC(=CC(=C1)C(NC)=O)Cl